ClC(C1=NC(=NO1)C1=CC=C(C=C1)C(COC(C)C)=O)(F)F 1-(4-(5-(chlorodifluoromethyl)-1,2,4-oxadiazol-3-yl)phenyl)-2-isopropoxyethan-1-one